4-(3-chloro-4-(9-(5-cyano-2-fluorobenzyl)-6-(1-methylcyclopropoxy)-9H-purin-8-yl)phenoxy)-2-methylbutanoic acid ClC=1C=C(OCCC(C(=O)O)C)C=CC1C=1N(C2=NC=NC(=C2N1)OC1(CC1)C)CC1=C(C=CC(=C1)C#N)F